(3S)-3-(5-{[(3S,4S)-1-{[2-(2,6-dimethyloxan-4-yl)-8-fluoroquinolin-6-yl]methyl}-4-(methoxymethyl)pyrrolidin-3-yl]oxy}-1-oxo-2,3-dihydro-1H-isoindol-2-yl)piperidine-2,6-dione CC1OC(CC(C1)C1=NC2=C(C=C(C=C2C=C1)CN1C[C@H]([C@@H](C1)COC)OC=1C=C2CN(C(C2=CC1)=O)[C@@H]1C(NC(CC1)=O)=O)F)C